(3-methylbenzyl)-4,5-dihydroisoxazole-5-carboxamide CC=1C=C(CC2=NOC(C2)C(=O)N)C=CC1